7-bromo-2-methyl-3,5-dihydro-4H-imidazo[4,5-c]pyridin-4-one BrC=1C2=C(C(NC1)=O)NC(=N2)C